C(=O)C=1C(=C(C2=CC=CC=C2C1)C1=C(C=CC2=CC=CC=C12)OCOC)OCOC 3-formyl-2,2'-di(methoxymethoxy)-1,1'-binaphthyl